C(C)(C)(C)N(C(O)=O)CC=1OC(=NN1)C=1N(C2=CC=CC(=C2C1)NC1CCN(CC1)C)CC(F)(F)F.C(CC)OC1=CC=C(C2=CC=CC=C12)OCCC 1,4-dipropoxynaphthalene tert-butyl-((5-(4-((1-methylpiperidin-4-yl)amino)-1-(2,2,2-trifluoroethyl)-1H-indol-2-yl)-1,3,4-oxadiazol-2-yl)methyl)carbamate